3-((tertbutyldiphenylsilyl)oxy)-2-methyl-4H-pyran-4-one C(C)(C)(C)[Si](OC1=C(OC=CC1=O)C)(C1=CC=CC=C1)C1=CC=CC=C1